FC=1C(=C2C(=CNC2=CC1)C=O)OC 5-FLUORO-4-METHOXYINDOLE-3-CARBOXALDEHYDE